C(C(=C)C)(=O)OCCCCCCCCCCOC(C=C)=O 10-(Acryloyloxy)-decyl methacrylate